N-{[oxolan-2-yl]methyl}-2'-(quinolin-3-yl)-5',6'-dihydrospiro[azetidine-3,4'-pyrrolo[1,2-b]pyrazole]-1-carboxamide O1C(CCC1)CNC(=O)N1CC2(CCN3N=C(C=C32)C=3C=NC2=CC=CC=C2C3)C1